(3-{4-[6-(3-Methoxypropoxy)pyridin-3-yl]-6-oxo-1,6-dihydropyrimidin-2-yl}-4-(trifluoromethyl)benzyl)isobutyramide COCCCOC1=CC=C(C=N1)C=1N=C(NC(C1)=O)C=1C=C(CC(C(=O)N)(C)C)C=CC1C(F)(F)F